13Z-hexadecenal C(C=CCCCCCCCCCCCCC)=O